C(CCCCCCCCCCCCCCCCCCCCC)(=O)OC(CCCCCCC)OC(CCCCCCCCCCCCCCCCCCCCC)=O octanediol dibehenate